NC1=NC=NN2C1=C(C=C2C=2C=C(C(=NC2C)C)C(=O)N[C@@H]2CN(C[C@@H]2F)C(C2=C(C=C(C=C2)F)F)=O)C(F)(F)F 5-[4-amino-5-(trifluoromethyl)pyrrolo[2,1-f][1,2,4]triazin-7-yl]-N-[(3R,4S)-1-(2,4-difluorobenzoyl)-4-fluoropyrrolidin-3-yl]-2,6-dimethylpyridine-3-carboxamide